C(C)(C)(C)OC(=O)N1C(CCCC1CO)C(O)C1=CC(=NC(=C1)Cl)Br.C1(=CC=CC=C1)NCCC[Si](OC)(OC)OC 3-(N-phenylamino)propyl-trimethoxysilane tert-butyl-2-((2-bromo-6-chloropyridin-4-yl)(hydroxy)methyl)-6-(hydroxymethyl)-piperidine-1-carboxylate